ClC=1C=C(C=CC1CCCC(=O)NCC=1SC=C2C1CN(C2=O)C2C(NC(CC2)=O)=O)C 4-(3-chloro-4-tolyl)-N-((5-(2,6-dioxopiperidin-3-yl)-4-oxo-5,6-dihydro-4H-thieno[3,4-c]pyrrol-1-yl)methyl)butanamide